C(/C)=N/O (1Z)-acetaldehyde oxime